(11aS)-8-[(5-Bromopentyl)oxy]-7-methoxy-5,11-dioxo-10-{[2-(trimethylsilyl)ethoxy]methyl}-5,10,11,11a-tetrahydro-1H-pyrrolo[2,1-c][1,4]benzodiazepin-2-yl trifluoromethanesulfonate FC(S(=O)(=O)OC=1C[C@H]2C(N(C3=C(C(N2C1)=O)C=C(C(=C3)OCCCCCBr)OC)COCC[Si](C)(C)C)=O)(F)F